FC=1C=CC(=NC1)C1=NN2C(O[C@@H](CC2)C)=C1C1=C2C(=NC(=C1)C)NN=C2 (R)-2-(5-Fluoro-2-pyridyl)-5-methyl-3-(6-methyl-1H-pyrazolo[3,4-b]pyridin-4-yl)-6,7-dihydro-5H-pyrazolo[5,1-b][1,3]oxazine